N-(2-(2-acetyl-5-methoxyphenoxy)ethyl)-4-methylbenzamide C(C)(=O)C1=C(OCCNC(C2=CC=C(C=C2)C)=O)C=C(C=C1)OC